ClC1=CC=C(CNC(=O)C2=C(SC=3C(N(CCC32)C(=O)OC(C)(C)C)=O)C)C=C1 tert-butyl 3-((4-chlorobenzyl)carbamoyl)-2-methyl-7-oxo-4,7-dihydrothieno[2,3-c]pyridine-6(5H)-carboxylate